O=C1CN(CCN1C1COCC1)C(=O)[O-] 3-Oxo-4-(tetrahydrofuran-3-yl)piperazine-1-carboxylate